BrC1=CC(=C(S1)C(=O)N[C@H](C(=O)NC=1C(N(C=CC1)CC(=O)NC1C2CC3CC(CC1C3)C2)=O)CCC(C(=O)NC)=O)C (S)-2-(5-Bromo-3-methylthiophen-2-carboxamido)-N1-(1-(2-(2-adamantylamino)-2-oxoethyl)-2-oxo-1,2-dihydropyridin-3-yl)-N6-methyl-5-oxohexandiamid